FC=1C=C(C=CC1)C1=CN=C2N1C=CC=C2 3-(3-fluorophenyl)-imidazo[1,2-a]pyridine